Ethyl 4-methyl-4H-pyrrolo[3,2-d]thiazole-5-carboxylate CN1C(=CC=2N=CSC21)C(=O)OCC